bis(2,2,6,6-tetramethyl-4-piperidyl)-terephthalate CC1(NC(CC(C1)OC(C1=CC=C(C(=O)OC2CC(NC(C2)(C)C)(C)C)C=C1)=O)(C)C)C